N-(6-fluoroquinolin-8-yl)pyrazine-2-carboxamide FC=1C=C2C=CC=NC2=C(C1)NC(=O)C1=NC=CN=C1